(R)-4-(3-((S)-2-(4-chlorophenyl)-3-(isopropylamino)propionyl)-3,8-diazabicyclo[3.2.1]oct-8-yl)-5-methyl-5,8-dihydropyrido[2,3-d]pyrimidin-7(6H)-one ClC1=CC=C(C=C1)[C@H](C(=O)N1CC2CCC(C1)N2C=2C1=C(N=CN2)NC(C[C@H]1C)=O)CNC(C)C